(4aR,8aS)-6-[3-[4-(2-chlorophenoxy)phenyl]azetidine-1-carbonyl]-4,4a,5,7,8,8a-hexahydropyrido[4,3-b][1,4]oxazin-3-one ClC1=C(OC2=CC=C(C=C2)C2CN(C2)C(=O)N2C[C@@H]3[C@@H](OCC(N3)=O)CC2)C=CC=C1